N[C@@H]1C2=CC=CC=C2CC12CCN(CC2)C=2N=NC(=CN2)SC=2C(=C1C(N(C=NC1=CC2)CCOC)=O)Cl (S)-6-((3-(1-amino-1,3-dihydrospiro[indene-2,4'-piperidin]-1'-yl)-1,2,4-Triazin-6-yl)thio)-5-chloro-3-(2-methoxyethyl)quinazolin-4(3H)-one